BrC1=C(C=CC=C1)SC1=C(C=C(C=C1)C)C 2-bromophenyl-2,4-dimethylphenylsulfane